monobehenyl glyceryl ether C(C(O)CO)OCCCCCCCCCCCCCCCCCCCCCC